amino-propan-1-ol NC(CC)O